methyl 4-(2-chloro-4-fluorophenyl)-6-((2R,3R,4S,5S)-4-(2-methoxy-2-oxoethyl) cuban-1-yl)-2-(thiazol-2-yl)-1,4-dihydropyrimidine-5-carboxylate ClC1=C(C=CC(=C1)F)C1N=C(NC(=C1C(=O)OC)C12C3C4C5(C3C1C5C24)CC(=O)OC)C=2SC=CN2